(S)-(4-(difluoromethyl)oxazol-5-yl)(4-(7-methoxybenzo[d]oxazol-2-yl)-6,7-dihydro-1H-imidazo[4,5-c]pyridin-5(4H)-yl)methanone FC(C=1N=COC1C(=O)N1[C@@H](C2=C(CC1)NC=N2)C=2OC1=C(N2)C=CC=C1OC)F